di-i-propoxy-1,1'-biphenyl C(C)(C)OC1=CC=C(C=C1)C1=CC=C(C=C1)OC(C)C